ClC=1C(=NC(=C(C1)F)C1=C(C=C(C(=C1)[N+](=O)[O-])C(F)(F)F)Cl)C(=O)OC Methyl 3-chloro-6-(2-chloro-5-nitro-4-(trifluoromethyl) phenyl)-5-fluoropicolinate